tert-butyl 6-(8-(benzo[d]thiazol-2-ylcarbamoyl)-3,4-dihydroisoquinolin-2(1H)-yl)-3-(3-(((1r,4r)-4-(3-hydroxypropoxy)cyclohexyl)oxy)-2-(trifluoromethyl)phenyl)picolinate S1C(=NC2=C1C=CC=C2)NC(=O)C=2C=CC=C1CCN(CC21)C2=CC=C(C(=N2)C(=O)OC(C)(C)C)C2=C(C(=CC=C2)OC2CCC(CC2)OCCCO)C(F)(F)F